O=C1NC2=CC=CC=C2CC1 2-oxo-3,4-dihydro-2H-quinolin